N1NC=CC1=O pyrazol-5(2H)-one